6-(2-chloro-3,5-dimethoxyphenyl)-N-(4-(1-ethylpiperidin-4-yl)phenyl)-[1,2,4]triazolo[4',3':1,6]pyrido[2,3-d]pyrimidin-2-amine ClC1=C(C=C(C=C1OC)OC)C1=CC2=C(N=C(N=C2)NC2=CC=C(C=C2)C2CCN(CC2)CC)N2C1=NN=C2